C(C)N(C=1C(=C(C(=O)OC)C=C(C1)N1CC2=CC=C(C=C2C1)NC1CCOCC1)C)C1CCOCC1 methyl 3-(ethyl(tetrahydro-2H-pyran-4-yl)amino)-2-methyl-5-(5-((tetrahydro-2H-pyran-4-yl)amino)isoindolin-2-yl)benzoate